COC(CCN1CCN(CC1)C1=NC=C(C=N1)OC1=NC(=CC(=C1)CN1CCC(CC1)CNC(C)=O)C1=CC(=CC(=C1)Cl)Cl)=O methyl-3-(4-(5-((4-((4-(acetamidomethyl)piperidin-1-yl)methyl)-6-(3,5-dichlorophenyl)pyridin-2-yl)oxy)pyrimidin-2-yl)piperazin-1-yl)propanoate